2-[(1SR,4aSR,8aSR)-5,5,8a-trimethyl-2-methylenedecahydro-1-naphthalenyl]ethanol CC1([C@@H]2CCC([C@@H]([C@]2(CCC1)C)CCO)=C)C |r|